C(C)(C)(C)OC(=O)N[C@H](C(=O)OC)CC1C(NC=2C=C3C(=CC12)ONO3)=C=O methyl (2S)-2-((tert-butoxycarbonyl)amino)-3-(6-carbonyl-6,7-dihydro-5H-[1,3]dioxazolo[4,5-f]indol-7-yl)propionate